6-methyl-4[1H]-pyrimidinone CC1=CC(N=CN1)=O